isopropyl-(S)-2-(5-cyclopropyl-4-(2-methyl-4-pivaloylpiperazin-1-yl)-7H-pyrrolo[2,3-d]pyrimidin-7-yl)isonicotinonitrile C(C)(C)C1=C(C#N)C=CN=C1N1C=C(C2=C1N=CN=C2N2[C@H](CN(CC2)C(C(C)(C)C)=O)C)C2CC2